FC=1C=C(C=C2C(C(N(C12)C=1C=NC=C(C1)OC(F)(F)F)=O)(C)C)C(=O)NC1(CCS(CC1)(=O)=O)C 7-fluoro-3,3-dimethyl-N-(4-methyl-1,1-dioxo-thian-4-yl)-2-oxo-1-[5-(trifluoromethoxy)-3-pyridyl]indoline-5-carboxamide